N-(1H-indol-3-yl)-8-(piperidine-1-carbonyl)-3,4-dihydroisoquinoline-2(1H)-carboxamide N1C=C(C2=CC=CC=C12)NC(=O)N1CC2=C(C=CC=C2CC1)C(=O)N1CCCCC1